N-[2-[5-(benzyloxymethyl)-1-cyclopropyl-pyrazol-4-yl]-2-oxo-ethyl]-N-[(2R)-2-hydroxypropyl]-4-methyl-benzenesulfonamide C(C1=CC=CC=C1)OCC1=C(C=NN1C1CC1)C(CN(S(=O)(=O)C1=CC=C(C=C1)C)C[C@@H](C)O)=O